FC(C12CC(C1)(C2)C2=NC(=NC1=C2N=C(N(C1=O)C)C(F)(F)F)[C@H]1C[C@H](OCC1)C=1C=NN(C1)C)F 8-[3-(difluoromethyl)-1-bicyclo[1.1.1]pentanyl]-3-methyl-6-[(2S,4R)-2-(1-methylpyrazol-4-yl)tetrahydropyran-4-yl]-2-(trifluoromethyl)pyrimido[5,4-d]pyrimidin-4-one